2'-chloro-5'-methoxy-6-methyl-N-(5-(((3S,4S)-4-methyltetrahydrofuran-3-yl)methoxy)-1,3,4-thiadiazol-2-yl)-(4,4'-bipyridine)-3-carboxamide ClC1=NC=C(C(=C1)C1=C(C=NC(=C1)C)C(=O)NC=1SC(=NN1)OC[C@@H]1COC[C@H]1C)OC